6,7-dihydro-1-benzofuran-4(5H)-one O1C=CC2=C1CCCC2=O